acryloxyoxytridecyliododimethylsilane C(C=C)(=O)OOCCCCCCCCCCCCC[Si](C)(C)I